6-(6,6-dimethyl-7-oxo-7,8-dihydro-6H-pyrimido[5,4-b][1,4]oxazin-4-yl)-3,4-dihydroisoquinoline CC1(C(NC2=C(O1)C(=NC=N2)C=2C=C1CCN=CC1=CC2)=O)C